C1=2C=CC=CC2CC1 bicyclo[4.2.0]Oct-1(6),2,4-triene